O1COC2=C1C=CC(=C2)CNC2=NS(C1=C(N2)C=CC=C1)(=O)=O 3-((benzo[d][1,3]dioxol-5-ylmethyl)amino)-4H-benzo[e][1,2,4]thiadiazine 1,1-dioxide